(1-(2-Aminopyrimidin-4-yl)piperidin-3-yl)methanol NC1=NC=CC(=N1)N1CC(CCC1)CO